cis-2-(4-(cyclopentylamino)phenyl)-1-(2-fluoro-6-methylbenzoyl)-N-(6-methylpyridin-3-yl)octahydro-1H-cyclopenta[b]pyridine-3-carboxamide C1(CCCC1)NC1=CC=C(C=C1)C1C(CC2C(N1C(C1=C(C=CC=C1C)F)=O)CCC2)C(=O)NC=2C=NC(=CC2)C